(8-(2-(pyridin-4-yl)pyrido[3,4-d]pyrimidin-4-yl)-2,8-diazaspiro[4.5]decan-3-yl)(pyrrolidin-1-yl)methanone N1=CC=C(C=C1)C=1N=C(C2=C(N1)C=NC=C2)N2CCC1(CC(NC1)C(=O)N1CCCC1)CC2